C[C@H](CCC(=O)[O-])[C@H]1CC[C@@H]2[C@@]1(CC[C@H]3[C@H]2C(=O)C[C@H]4[C@@]3(CC[C@H](C4)O)C)C The molecule is a bile acid anion that is the conjugate base of 7-oxolithocholic acid, obtained by deprotonation of the carboxy group; major species at pH 7.3. It is a conjugate base of a 7-oxolithocholic acid.